FC1=C(C(=CC=C1)OC)N1N=C2C(=CC1=O)NN=C2C2=CC=C(C=C2)N2CCOCC2 5-(2-Fluoro-6-methoxyphenyl)-3-(4-morpholinophenyl)-1H-pyrazolo[4,3-c]pyridazin-6(5H)-on